C(C)OC(C(CC)=C)=O 2-methylenebutanoic acid ethyl ester